NC1CCC(CC1)OC1=CC=C(OCCCC(=O)OC)C=C1 methyl 4-(4-(((1r,4r)-4-aminocyclohexyl)oxy)phenoxy)butyrate